6-Methylpiperidin-2-one CC1CCCC(N1)=O